FC(CN1N=CC=2C1=NC(=CN2)N2CC1C(C2)CC(C1)OC1=NC(=CC=C1)C(F)(F)F)F 2-({2-[1-(2,2-difluoroethyl)-1H-pyrazolo[3,4-b]pyrazin-6-yl]-octahydrocyclopenta[c]pyrrol-5-yl}oxy)-6-(trifluoromethyl)pyridine